N',N''-Diferuloylspermidine C(\C=C\C1=CC(OC)=C(O)C=C1)(=O)N(CCCCN)CCCNC(\C=C\C1=CC(OC)=C(O)C=C1)=O